2,4-diaminohexadecylbenzene NC(CC1=CC=CC=C1)CC(CCCCCCCCCCCC)N